1-methyl-2-oxo-4-{(4S)-4-[4-(prop-2-yl)phenyl]azepan-1-yl}-1,2-dihydroquinoline-3-carbonitrile CN1C(C(=C(C2=CC=CC=C12)N1CC[C@H](CCC1)C1=CC=C(C=C1)C(C)C)C#N)=O